C(C)(=O)C1=C2C=C(N(C(C2=CC(=C1)C)=O)C=1SC=CN1)C1=CC=C(C=C1)F 5-acetyl-3-(4-fluorophenyl)-7-methyl-2-(thiazol-2-yl)isoquinolin-1(2H)-one